fluoro-N-(1-hydroxy-3-phenylpropan-2-yl)isonicotinamide FC1=C(C(=O)NC(CO)CC2=CC=CC=C2)C=CN=C1